N-(4,6-dimethylpyridin-2-yl)-7-methoxy-2-(tetrahydro-2H-pyran-4-yl)imidazo[1,2-a]pyridine-6-carboxamide CC1=CC(=NC(=C1)C)NC(=O)C=1C(=CC=2N(C1)C=C(N2)C2CCOCC2)OC